methyl 6-(4-(3-cyanophenoxy)piperidin-1-yl)-5-methylpyridazine-3-carboxylate C(#N)C=1C=C(OC2CCN(CC2)C2=C(C=C(N=N2)C(=O)OC)C)C=CC1